5-(dihydroxyphosphinothioyloxymethyl)oxolane-3,4-diol OP(=S)(OCC1C(C(CO1)O)O)O